3-[(2-cyclopropyl-4-{[(2Z)-imidazolidin-2-ylidene]carbamoyl}phenyl)amino]-2-(furan-3-yl)-N-(propan-2-yl)benzamide C1(CC1)C1=C(C=CC(=C1)C(N=C1NCCN1)=O)NC=1C(=C(C(=O)NC(C)C)C=CC1)C1=COC=C1